COC=1C=CC(=NC1)NC(CC)=O N-(5-methoxypyridin-2-yl)propanamide